C(C)(C)(C)SSCC(C(=O)NC1CCN(CC1)C(=O)OC(C)(C)C)NC(=O)OCC(C)C TERT-BUTYL 4-(3-(TERT-BUTYLDISULFANYL)-2-(ISOBUTOXYCARBONYLAMINO)PROPANAMIDO)PIPERIDINE-1-CARBOXYLATE